FC1=CC=C(C=C1)C1=C(CCC(C1)(C)C)CN1C2CN(C(C1)C2)C(=O)C=2C=C1CN(C(C1=CC2)=O)C2C(NC(CC2)=O)=O 3-(5-(5-((4'-fluoro-5,5-dimethyl-3,4,5,6-tetrahydro-[1,1'-biphenyl]-2-yl)methyl)-2,5-diazabicyclo[2.2.1]heptane-2-carbonyl)-1-oxoisoindolin-2-yl)piperidine-2,6-dione